N1=CC=NC2=CC(=CC=C12)C=1C(=NN2C1OCC2)C=2C=C(C=CC2)C 7-(Quinoxalin-6-yl)-6-(m-tolyl)-2,3-dihydropyrazolo[5,1-b]oxazole